FC=1C=NC=2N(C1)C(=C(N2)C2=NC(=NN2CC2=CC=C(C=C2)OC)C(F)(F)F)C=2C=NN(C2)C2OCCCC2 6-fluoro-2-(1-(4-methoxybenzyl)-3-(trifluoromethyl)-1H-1,2,4-triazol-5-yl)-3-(1-(tetrahydro-2H-pyran-2-yl)-1H-pyrazol-4-yl)imidazo[1,2-a]pyrimidine